CC=1C(=C(C(=O)O)C=CC1)N1CCNCC1.NC=1C=C(C=CC1)S(=O)(=O)NCCOC 3-amino-N-(2-methoxyethyl)benzenesulfonamide 3-methyl-(piperazine-1-yl)benzoate